BrC=1C=C(C=2N(C1)C(=C(N2)C#CCNC2=C(C=C(C=C2)S(=O)(=O)C)OC)CC(F)(F)F)NC2CCN(CC2)C N-(6-bromo-2-{3-[(4-methanesulfonyl-2-methoxyphenyl)amino]prop-1-yn-1-yl}-3-(2,2,2-trifluoroethyl)imidazo[1,2-a]pyridin-8-yl)-1-methylpiperidin-4-amine